(E)-4-(3-(3-methoxy-4-hydroxyphenyl)acryloyl)-7-hydroxycoumarin COC=1C=C(C=CC1O)/C=C/C(=O)C1=CC(OC2=CC(=CC=C12)O)=O